ClCC(=O)C1=CC=CC=C1 2-chloro-1-phenylethan-1-one